(5-(4,4,5,5-tetramethyl-1,3,2-dioxaborolan-2-yl)pyridin-3-yl)methanol CC1(OB(OC1(C)C)C=1C=C(C=NC1)CO)C